FC(C=1C2=CN(N=C2C=CC1C1=CC=C(N=N1)NC1C[C@@H]2[C@@H](CN(C2)C([2H])([2H])C2CCOCC2)C1)C([2H])([2H])[2H])F (3aR,5s,6aS)-N-(6-(4-(difluoromethyl)-2-(methyl-d3)-2H-indazol-5-yl)pyridazin-3-yl)-2-((tetra-hydro-2H-pyran-4-yl)methyl-d2)octa-hydrocyclopenta[c]-pyrrol-5-amine